FC1=NC=C(C=C1F)B(O)O 2,3-difluoro-pyridine-5-boronic acid